N-[[3-chloro-5-(trifluoromethyl)pyridin-2-yl]methyl]-2,3,5,6-tetrafluoro-4-methoxybenzamide ClC=1C(=NC=C(C1)C(F)(F)F)CNC(C1=C(C(=C(C(=C1F)F)OC)F)F)=O